N1C[C@H](OCC1)COC1=CC=NC2=CC(=C(C=C12)OC(C)C)C(=O)N 4-[(2S)-morpholin-2-ylmethoxy]-6-(prop-2-yloxy)quinoline-7-carboxamide